6-(4-Bromo-3-fluorophenyl)-1,2,4-triazin-3-amine BrC1=C(C=C(C=C1)C1=CN=C(N=N1)N)F